[C@H]1([C@@H](O)[C@@H](O)[C@H](O)[C@H](O1)CO)O[C@@H]1[C@H]([C@@H](O[C@@H]([C@H]1O)CO[C@@H]1[C@@H](O)[C@@H](O)[C@H](O)[C@H](O1)CO)OCCNC(CCCCC(=O)O)=O)O 6-({2-[(α-D-mannopyranosyl-(1→3)-[α-D-mannopyranosyl-(1→6)]-β-d-glucopyranosyl)oxy]ethyl}amino)-6-oxohexanoic acid